N1=NC(=C2N1C=CC=C2)C(=O)N [1,2,3]triazolo[1,5-a]pyridine-3-carboxamide